ethyl 5-[3-[1-(difluoro-methyl)-3,5-dimethyl-pyrazol-4-yl]pyrazolo[1,5-a]pyridin-5-yl]-2-tetrahydropyran-4-yl-furan-3-carboxylate FC(N1N=C(C(=C1C)C=1C=NN2C1C=C(C=C2)C2=CC(=C(O2)C2CCOCC2)C(=O)OCC)C)F